C(C1=CC=CC=C1)N1CC2(CN(C2)C(=O)[C@@H]2C(C2)(C)C)[C@@H](C1)C(=O)OC methyl (s)-6-benzyl-2-((s)-2,2-dimethylcyclopropane-1-carbonyl)-2,6-diazaspiro[3.4]octane-8-carboxylate